The molecule is a tricyclic diterpenoid that is dolabradiene in which vinyl substituent has undergone oxidation to give the corresponding epoxide. It is an epoxide, an olefinic compound and a tricyclic diterpenoid. It derives from a dolabradiene. C[C@@]1(CC[C@@]2([C@@H](C1)CC[C@]3([C@H]2CCCC3=C)C)C)C4CO4